NCC1=CC(=CNC1=O)[C@H]1CN(CCC1(F)F)[C@H](C(=O)NC1=NC=C(C=C1)OC1=CC=C(C=C1)F)C (S)-2-((S)-3-(5-(aminomethyl)-6-oxo-1,6-dihydropyridin-3-yl)-4,4-difluoropiperidin-1-yl)-N-(5-(4-fluorophenoxy)pyridin-2-yl)propionamide